CC1=CC=C(C=C1)S(=O)(=O)N1C(=CSC1)C(=O)OCC ethyl (3R)-4-(p-toluenesulfonyl)-1,4-thiazole-3-carboxylate